4-methyl-6-hydroxy-2H-pyran-2-one CC1=CC(OC(=C1)O)=O